5-(1,1-dicyclohexyl-propyloxycarbonyl-methyloxycarbonyl)-bicyclo[2.2.1]Hept-2-ene C1(CCCCC1)C(CC)(OC(=O)COC(=O)C1C2C=CC(C1)C2)C2CCCCC2